CC1(N(CC(C1)CCCCNC1=NC=C(C=C1)S(N)(=O)=O)C(=O)OC(C)(C)C)C tert-Butyl 2,2-dimethyl-4-[4-[(5-sulfamoyl-2-pyridyl)amino]butyl]pyrrolidine-1-carboxylate